N-[2-(6-chloro-5-methylpyrrolo[2,1-f][1,2,4]triazin-4-yl)-2-azaspiro[3.3]hept-6-yl]-N-methylsulfuric diamide ClC=1C(=C2C(=NC=NN2C1)N1CC2(C1)CC(C2)N(S(N)(=O)=O)C)C